NC1=NC=CC=C1S(=O)(=O)NC(=O)C=1C(=NC(=CC1)C1=CC(=CC=C1)OC(C)C)N1C(C[C@@H](C1)C)(C)C N-[(2-Amino-3-pyridyl)sulfonyl]-6-(3-isopropoxyphenyl)-2-[(4S)-2,2,4-trimethylpyrrolidin-1-yl]pyridin-3-carboxamid